CC(C(=O)N[C@@H](C(C)C)C(=O)N[C@H](CCC(=O)O)C(=O)O)(C)C1=CC=2CCCCC2C=C1 (2-methyl-2-(5,6,7,8-tetrahydronaphthalen-2-yl)propanoyl)-L-valyl-D-glutamic acid